CC(C)CCC[C@](C)([C@]1(CC[C@@H]2[C@@]1(CC[C@H]3[C@H]2CC=C4[C@@]3(CC[C@@H](C4)O)C)C)O)O 17alpha,20alpha-Dihydroxycholesterol